NC1=C(C(N(C2=CC(=CC=C12)I)C1=CC=C(C=C1)OC)=O)C(=O)OC methyl 4-amino-7-iodo-1-(4-methoxyphenyl)-2-oxo-1,2-dihydroquinoline-3-carboxylate